2-di-t-butylphosphino-2-(N,N-dimethylamino)biphenyl C(C)(C)(C)P(C1(C(=CC=CC1)C1=CC=CC=C1)N(C)C)C(C)(C)C